CN1CCN(CC1)CC1=NSC=N1 3-((4-methylpiperazin-1-yl)methyl)-1,2,4-thiadiazole